N-{3-[6-ethynyl-5-(morpholin-4-yl)pyridin-3-yl]-4-methyl-phenyl}-2-(trifluoromethyl)pyridine-4-carboxamide C(#C)C1=C(C=C(C=N1)C=1C=C(C=CC1C)NC(=O)C1=CC(=NC=C1)C(F)(F)F)N1CCOCC1